O=C1N(C(C=C1)=O)[C@H](C(=O)[O-])COC (S)-2-(2,5-dioxo-2,5-dihydro-1H-pyrrol-1-yl)-3-methoxypropionate